FC1CN(C1)C1=CN(C2=CC=C(C=C12)S(=O)(=O)NC)C1=CC=C(C=C1)C(F)(F)F 3-(3-Fluoroazetidin-1-yl)-N-methyl-1-(4-(trifluoromethyl)phenyl)-1H-indole-5-sulfonamide